C(#N)CC1(CN(C1)S(=O)(=O)CC)N1C[C@H](C(=CC1)C1=C2C(=NC(=C1)NC(=O)C1CC1)NC=C2)C (S)-N-(4-(1-(3-(cyanomethyl)-1-(ethylsulfonyl)azetidin-3-yl)-3-methyl-1,2,3,6-tetrahydropyridin-4-yl)-1H-pyrrolo[2,3-b]pyridin-6-yl)cyclopropylcarboxamide